C(C)(=O)C1=CN(C2=CC=C(C=C12)N1C(CCC1)=O)CC(=O)N(C1CC1)CC(=O)NC=1C(=C(C=CC1)C1=C(C=CC=C1)Cl)F 2-(3-acetyl-5-(2-oxopyrrolidin-1-yl)-1H-indol-1-yl)-N-(2-((2'-chloro-2-fluoro-[1,1'-biphenyl]-3-yl)amino)-2-oxoethyl)-N-cyclopropylacetamide